2-({3-[(2S)-2-(4-chlorophenyl)-2-hydroxyethyl]-1,2,4-oxadiazol-5-yl}methyl)-5-hydroxy-5H,6H,7H-pyrrolo[1,2-c]pyrimidine-1,3-dione ClC1=CC=C(C=C1)[C@H](CC1=NOC(=N1)CN1C(N2C(=CC1=O)C(CC2)O)=O)O